N-{6-[(3-cyclopropyl-1H-pyrazol-5-yl)amino]-5-methoxy-1,2-benzoxazol-3-yl}-2,6-dimethoxy-4-(2-methoxypropan-2-yl)benzene-1-sulfonamide C1(CC1)C1=NNC(=C1)NC1=CC2=C(C(=NO2)NS(=O)(=O)C2=C(C=C(C=C2OC)C(C)(C)OC)OC)C=C1OC